6-(2,4-dichlorophenyl)-5-oxo-6,7,8,9-tetrahydro-5H-benzo[7]annulen-2-yl pivalate C(C(C)(C)C)(=O)OC=1C=CC2=C(CCCC(C2=O)C2=C(C=C(C=C2)Cl)Cl)C1